5-amino-8-fluoro-1-methyl-3-(2-(trifluoromethyl)benzyl)quinazoline NC1=C2CN(CN(C2=C(C=C1)F)C)CC1=C(C=CC=C1)C(F)(F)F